thiophosphoric acid (thiophosphoramidate) P(O)(O)(=S)N.P(O)(O)(O)=S